5-(2-{5-[(7R)-7-amino-2-azabicyclo[2.2.1]heptane-2-carbonyl]-7-methoxy-1-methyl-1H-1,3-benzodiazol-2-yl}-1-(cyclopropylmethyl)-1H-pyrrolo[2,3-b]pyridin-6-yl)isoquinolin-1-ol N[C@H]1C2N(CC1CC2)C(=O)C2=CC1=C(N(C(=N1)C1=CC=3C(=NC(=CC3)C3=C4C=CN=C(C4=CC=C3)O)N1CC1CC1)C)C(=C2)OC